CN1N=CC=2C1=NC(=NC2)C=C 1-Methyl-6-vinyl-1H-pyrazolo[3,4-d]pyrimidin